COC=1C=C(C=CC1OC)C=1NC2=CC=C(C=C2C1C(C)C)C1=NN=C(O1)C(=O)N1CCC(CC1)O (5-(2-(3,4-dimethoxyphenyl)-3-isopropyl-1H-indol-5-yl)-1,3,4-oxadiazol-2-yl)(4-hydroxypiperidin-1-yl)methanone